The molecule is a palmitate ester resulting from the formal condensation of the carboxy group of palmitic acid with the hydroxy group of octan-1-ol. It has a role as a bacterial metabolite. It is a hexadecanoate ester and a wax ester. It derives from an octan-1-ol. CCCCCCCCCCCCCCCC(=O)OCCCCCCCC